HEX-3-EN-1-YL ACETATE C(C)(=O)OCCC=CCC